ClC1=CC=C2C(=N1)NC=C2S(=O)(=O)NC=2C(=NC(=C(C2)F)OCC(F)F)OC 6-Chloro-N-[6-(2,2-difluoroethoxy)-5-fluoro-2-methoxypyridin-3-yl]-1H-pyrrolo[2,3-b]pyridine-3-sulfonamide